C(C)(C)(C)OC(=O)N1CC(C(CC1)C1=C(C=C(C(=C1)OC1CC1)[N+](=O)[O-])C)O 1-t-butyloxycarbonyl-4-(5-cyclopropoxy-2-methyl-4-nitrophenyl)-3-hydroxy-piperidine